5-(benzenesulfonyl)-N-hydroxythiophene-2-sulfonamide C1(=CC=CC=C1)S(=O)(=O)C1=CC=C(S1)S(=O)(=O)NO